CC(CO)CCCC(C)C 2,6-dimethyl-heptanol